(R)-(1-ethyl-3-methyl-azetidin-3-yl)-(5-pyrrolidin-1-yl-pyridin-3-yl)-(4-trifluoromethoxy-phenyl)-methanol C(C)N1CC(C1)(C)[C@](O)(C1=CC=C(C=C1)OC(F)(F)F)C=1C=NC=C(C1)N1CCCC1